NC1=C(C(=C(C(=O)OC)C=C1OC(F)F)F)[N+](=O)[O-] methyl 4-amino-5-(difluoromethoxy)-2-fluoro-3-nitrobenzoate